4-(aminomethyl)tetrahydro-2H-pyran NCC1CCOCC1